1-(4-cyano-2,6-diisobutylphenyl)-2-phenyl-4,5-dihydro-1H-imidazole C(#N)C1=CC(=C(C(=C1)CC(C)C)N1C(=NCC1)C1=CC=CC=C1)CC(C)C